(S)-8-(5-chloro-3-fluoro-pyridin-2-yl)-5-(1-(4-chlorophenyl)ethyl)-N-ethyl-6,9-dioxo-2,5,8-triazaspiro[3.5]nonane-2-carboxamide ClC=1C=C(C(=NC1)N1CC(N(C2(CN(C2)C(=O)NCC)C1=O)[C@@H](C)C1=CC=C(C=C1)Cl)=O)F